CSC=1C=C(C=NC1)B(O)O (5-(methylthio)pyridin-3-yl)boronic acid